methyl 5-[5-fluoro-3-(methoxymethoxy)pyridin-2-yl]-1H-pyrrole-3-carboxylate FC=1C=C(C(=NC1)C1=CC(=CN1)C(=O)OC)OCOC